CN(C)CC1=C(C=CC(=N1)NC=1C=CC(=C2CN(C(C12)=O)C(=O)OC(C)(C)C)C1=CN=C2N1C=CC(=C2)F)[C@H](C)OC2CCOCC2 tert-butyl (S)-7-((6-((dimethylamino)methyl)-5-(1-((tetrahydro-2H-pyran-4-yl)oxy)ethyl)pyridin-2-yl)amino)-4-(7-fluoroimidazo[1,2-a]pyridin-3-yl)-1-oxoisoindoline-2-carboxylate